CN1C=C(C2=CC=CC=C12)C1=NC(=NC=C1)NC1=CC(=C(C(=O)NCCN2C(=NC=C2[N+](=O)[O-])C)C=C1)N1CCOCC1 4-((4-(1-methyl-1H-indol-3-yl)pyrimidin-2-yl)amino)-N-(2-(2-methyl-5-nitro-1H-imidazol-1-yl)ethyl)-2-morpholinobenzamide